1,3,5-tris(methyl)-hexahydro-s-triazine CN1CN(CN(C1)C)C